7-chloro-1-methyl-N-(4-(morpholinomethyl)-3-(trifluoromethyl)phenyl)-6-(pyrazolo[1,5-a]pyrazin-3-yloxy)-1H-imidazo[4,5-b]pyridin-2-amine ClC1=C2C(=NC=C1OC=1C=NN3C1C=NC=C3)N=C(N2C)NC2=CC(=C(C=C2)CN2CCOCC2)C(F)(F)F